2-[(3-chloro-4-fluorophenyl)-[(4,4-difluorocyclohexyl)methoxy]methyl]-5-methyl-4-methylsulfonyl-1H-imidazole ClC=1C=C(C=CC1F)C(C=1NC(=C(N1)S(=O)(=O)C)C)OCC1CCC(CC1)(F)F